ALUMINIUM (III) OXIDE [O-2].[Al+3].[O-2].[O-2].[Al+3]